n-butylboronic acid methyliminodiacetate CN(CC(=O)O)CC(=O)O.C(CCC)B(O)O